C(C1=CC=CC=C1)OC=1C(=C(C(=NC1C)NC(=O)C=1NC2=CC=C(C=C2C1)OC)C)C N-(5-(benzyloxy)-3,4,6-trimethylpyridin-2-yl)-5-methoxy-1H-indole-2-carboxamide